CC1=CC(=NN1)NC1=CN=C2C(=N1)N(C=C2)CC=2N=NC=CC2 N-(5-methyl-1H-pyrazol-3-yl)-5-(pyridazin-3-ylmethyl)-5H-pyrrolo[2,3-b]pyrazin-3-amine